3-(2,6-difluoro-4-(2,7-diazaspiro[3.5]nonane-2-yl)phenyl)piperidine-2,6-dione trifluoroacetate FC(C(=O)O)(F)F.FC1=C(C(=CC(=C1)N1CC2(C1)CCNCC2)F)C2C(NC(CC2)=O)=O